Cl.COC1=CC=C2C(=N1)C(=CN2)CCN(C)C 2-(5-methoxy-1H-pyrrolo[3,2-b]pyridin-3-yl)-N,N-dimethylethan-1-amine hydrochloride